2-(3-acetyl-5-(pyrimidin-5-ylamino)-1H-indazol-1-yl)-N-(2-((3-chloro-2-fluorophenylmethyl)amino)-2-oxoethyl)-N-(3-hydroxycyclobutyl)acetamide C(C)(=O)C1=NN(C2=CC=C(C=C12)NC=1C=NC=NC1)CC(=O)N(C1CC(C1)O)CC(=O)NCC1=C(C(=CC=C1)Cl)F